C(C)(C)[N+](CC1=CC=CC=C1)(CC)C(C)C diisopropyl-ethyl-benzyl-ammonium